4-[(7-chloro-3-methyl-imidazo[4,5-b]pyridin-5-yl)amino]-3-cyclopropyl-5-fluoro-benzonitrile ClC1=C2C(=NC(=C1)NC1=C(C=C(C#N)C=C1F)C1CC1)N(C=N2)C